COC(C1CCN(CC1)C1=C(C=C(C=C1)[C@@H]1[C@@H](COC2=CC(=CC=C12)O)C1=C(C=CC=C1)F)F)OC cis-4-(4-(4-(dimethoxymethyl)piperidin-1-yl)-3-fluorophenyl)-3-(2-fluorophenyl)chroman-7-ol